BrC1=C(C=CC=C1)C1=C(SC=C1)C(=O)O o-bromophenylthiophenic acid